4-ethyl-6-oxabicyclo[3.1.0]hexane C(C)C1CCC2OC12